Rubidium-lead-bismuth phosphate P(=O)([O-])([O-])[O-].[Bi+3].[Pb+2].[Rb+].P(=O)([O-])([O-])[O-]